DL-pantothenic acid, calcium salt [Ca+2].C(CCNC([C@H](O)C(C)(C)CO)=O)(=O)[O-].C(CCNC([C@H](O)C(C)(C)CO)=O)(=O)[O-] |r|